tert-butyl (2R,5S)-4-(6-cyano-2-(cyanomethyl)-4-methyl-5-oxo-4,5-dihydropyrazolo[1,5-a]pyrimidin-7-yl)-2,5-dimethylpiperazine-1-carboxylate C(#N)C=1C(N(C=2N(C1N1C[C@H](N(C[C@@H]1C)C(=O)OC(C)(C)C)C)N=C(C2)CC#N)C)=O